N1=C(C=CC=C1)CCSCCOCCOCCSCCC1=NC=CC=C1 1,14-Bis(2-pyridyl)-6,9-dioxa-3,12-dithiatetradecane